lysopine O=C(O)[C@H](N[C@H](C(=O)O)CCCCN)C